FCCC(C(=O)N1CCOC2=C(C1)C=NC=C2C#N)(C)C 4-(4-fluoro-2,2-dimethyl-butanoyl)-3,5-dihydro-2H-pyrido[3,4-f][1,4]oxazepine-9-carbonitrile